4-benzyloxy-pyridine C(C1=CC=CC=C1)OC1=CC=NC=C1